C(C)(=O)NC1=CC=C(C=N1)C1=NC(=C(C=C1)NC(=O)C=1C(=NOC1C)C1=CC=CC=C1)OC (6'-acetamido-6-methoxy-[2,3'-bipyridyl]-5-yl)-5-methyl-3-phenylisoxazole-4-carboxamide